FC1=C2CC=C(C2=C(C=C1)F)C1=CN=CN1 5-(4,7-difluoro-3H-indenyl)-1H-imidazole